C1(=CC=CC=C1)C1=CC(=C(C=C1)N)C1=CC=CC=C1 [1,1':3',1''-Terphenyl]-4'-amine